OC[C@@H](CC(C)C)NC1=NC(=NC(=N1)C[C@@H](C)C1=CC(=C(C(=C1)F)F)F)NS(=O)(=O)C N-(4-(((R)-1-hydroxy-4-methylpent-2-yl)amino)-6-((R)-2-(3,4,5-trifluorophenyl)propyl)-1,3,5-triazin-2-yl)methanesulfonamide